7-methoxy-3,7-dimethyl-2-octanol COC(CCCC(C(C)O)C)(C)C